(5-fluoro-1H-indol-3-yl)methanone FC=1C=C2C(=CNC2=CC1)C=O